1-(((S)-oxacyclohexan-2-yl)methyl)-1H-benzo[d]imidazole O1[C@@H](CCCC1)CN1C=NC2=C1C=CC=C2